BrC1=CC=CC=2C(C3=CC=CC=C3C12)(C1=CC=CC=C1)C1=CC=CC=C1 4-bromo-9,9-diphenyl-fluorene